5-bromo-2-(3-chloro-pyridin-2-yl)-2H-pyrazole-3-carboxylic acid [4-chloro-2-(1-cyclopropyl-ethylcarbamoyl)-phenyl]-amide ClC1=CC(=C(C=C1)NC(=O)C=1N(N=C(C1)Br)C1=NC=CC=C1Cl)C(NC(C)C1CC1)=O